dimethyl-glutarimide CC1(CC(=O)NC(C1)=O)C